COC(=O)C1=NC=C(C=C1CN1N=C(N=N1)C)Cl 5-chloro-3-[(5-methyltetrazol-2-yl)methyl]Pyridine-2-carboxylic acid methyl ester